C(C)SC1=C(C=C(C#N)C=C1)C=O 4-(ethylsulfanyl)-3-formylbenzonitrile